hafnium dioxide zirconium [Zr+4].[O-2].[O-2].[Hf+4]